1,1'-biphenylboronic acid B(C1=CC=CC=C1C2=CC=CC=C2)(O)O